1-(3-Aminocyclobutyl)-3-cyclopropyl-5-((2-fluoro-4-iodophenyl)amino)-6,8-dimethylpyrido[4,3-d]pyrimidine-2,4,7(1H,3H,6H)-trione NC1CC(C1)N1C(N(C(C=2C1=C(C(N(C2NC2=C(C=C(C=C2)I)F)C)=O)C)=O)C2CC2)=O